1-((S)-1-((2S,4R)-2-(((R)-3-([1,1'-biphenyl]-4-yl)-1-amino-1-oxopropan-2-yl)carbamoyl)-4-hydroxypyrrolidin-1-yl)-3-methyl-1-oxobutan-2-yl)-5-methyl-1H-1,2,3-triazole-4-carboxylic acid C1(=CC=C(C=C1)C[C@H](C(=O)N)NC(=O)[C@H]1N(C[C@@H](C1)O)C([C@H](C(C)C)N1N=NC(=C1C)C(=O)O)=O)C1=CC=CC=C1